C(C1=CC=CC=C1)O[C@H]1[C@H]([C@@H](O[C@]1(C)COCC1=CC=CC=C1)N1C(NC(C(=C1)C#N)=O)=O)O 1-((2R,3R,4S,5R)-4-(benzyloxy)-5-((benzyloxy)methyl)-3-hydroxy-5-methyltetrahydrofuran-2-yl)-2,4-dioxo-1,2,3,4-tetrahydropyrimidine-5-carbonitrile